FC(C1OCCN(C1)C=1C=CC2=C(N=C(O2)C2=C3C=C(N=CC3=C(N=C2)NC)NC(=O)[C@@H]2[C@@H](C2)C)C1)F (1S,2R)-N-(5-(5-(2-(difluoromethyl)morpholino)benzo[d]oxazol-2-yl)-8-(methylamino)-2,7-naphthyridin-3-yl)-2-methylcyclopropane-1-carboxamide